ClC=1C=C2C=NN(C2=C(C1)C(=O)NC1CC2(CC(C2)CC(=O)O)C1)CC1=CC=C(C=C1)C=1C=C2C=CC(=NC2=CC1)OC (Sa)-2-(6-(5-chloro-1-(4-(2-methoxyquinolin-6-yl)benzyl)-1H-indazole-7-carboxamido)spiro[3.3]heptan-2-yl)acetic acid